ClC=1C=C(C=CC1C)N(C(=O)NCC=1SC=C2C1CN(C2=O)C2C(NC(CC2)=O)=O)C 1-(3-chloro-4-methylphenyl)-3-((5-(2,6-dioxopiperidin-3-yl)-4-oxo-5,6-dihydro-4H-thieno[3,4-c]pyrrol-1-yl)methyl)-1-methylurea